6-cyclopropyl-4-((2-methoxy-3-(1-methyl-1H-1,2,4-triazol-3-yl)phenyl)amino)-N3-(methyl-d3)pyridazine-3,6-dicarboxamide C1(CC1)C1(C=C(C(=NN1)C(=O)NC([2H])([2H])[2H])NC1=C(C(=CC=C1)C1=NN(C=N1)C)OC)C(=O)N